COC(C(CCCCCCCCCCCCCCCC)O)=O α-hydroxystearic acid methyl ester